CC1(O[C@H]2[C@@H](O1)C(C[C@@H]2CC2CC(C2)C(=O)OC)=O)C methyl 3-{[(3aR,4S,6aR)-2,2-dimethyl-6-oxo-tetrahydrocyclopenta[d][1,3]dioxol-4-yl]methyl}cyclobutane-1-carboxylate